N-((1-(6-(6-(Difluoromethyl)imidazo[1,2-b]pyridazin-3-yl)pyrimidin-4-yl)-5-(2-methoxyethoxy)piperidin-3-yl)methyl)methanesulfonamide FC(C=1C=CC=2N(N1)C(=CN2)C2=CC(=NC=N2)N2CC(CC(C2)OCCOC)CNS(=O)(=O)C)F